FC=1C(=C(C=CC1)B(O)O)CO 3-fluoro-2-(hydroxymethyl)phenylboronic acid